CC1=CC=CC=2C=3N(C(=NC12)N[C@H]1C(NCCNC1)=O)N=C(N3)C=3C=NN(C3)C (6R)-6-{[7-methyl-2-(1-methyl-1H-pyrazol-4-yl)[1,2,4]triazolo[1,5-c]quinazolin-5-yl]amino}-1,4-diazepan-5-one